(7-(2-(4-(6-fluorobenzothiophen-4-yl)piperazin-1-yl)ethyl)-2-oxo-3,4-dihydroquinoline-1(2H)-yl)valerate FC1=CC2=C(C=CS2)C(=C1)N1CCN(CC1)CCC1=CC=C2CCC(N(C2=C1)C(C(=O)[O-])CCC)=O